1,3-dihydroxy-4-methyl-2-naphthoic acid OC1=C(C(=C(C2=CC=CC=C12)C)O)C(=O)O